N-(5-((4-chlorobenzyl)oxy)-1,3,4-thiadiazol-2-yl)-2-methoxy-[3,4'-bipyridine]-3'-carboxamide ClC1=CC=C(COC2=NN=C(S2)NC(=O)C=2C=NC=CC2C=2C(=NC=CC2)OC)C=C1